C(C=CC=CC=CC=CC=CC=CCCCCCCCCC)(=O)O[C@H](CO)COP(=O)([O-])OCC[N+](C)(C)C 2-docosahexenoyl-sn-glycero-3-phosphocholine